ClC=1C=CC(=NC1)COC1=NN=C(S1)NC(C1=C(C=CC=C1)N1CCOCC1)=O N-[5-[(5-chloropyridin-2-yl)methoxy]-1,3,4-thiadiazol-2-yl]-2-(morpholin-4-yl)benzamide